(2S)-2-[(2S,3S)-2-[(2S)-2-{[(2R)-4-acetylmorpholin-2-yl]formamido}-3-(4-hydroxyphenyl)propanamido]-3-methylpentanamido]-5,5,5-trifluoropentanoic acid C(C)(=O)N1C[C@@H](OCC1)C(=O)N[C@H](C(=O)N[C@H](C(=O)N[C@H](C(=O)O)CCC(F)(F)F)[C@H](CC)C)CC1=CC=C(C=C1)O